C(C)(C)C1=C(C=CC=C1)C1N(CCN(C1)CC1=CC(=CC=C1)OC)C1CC2(C1)CCNCC2 2-(2-(2-isopropylphenyl)-4-(3-methoxybenzyl)piperazin-1-yl)-7-azaspiro[3.5]nonane